[I-].C[C@@]12O[C@H]3O[C@H]([C@@H]([C@@H]4CC[C@H]([C@@H]([C@@]34OO1)CC2)C)C)OCCCC[N+](C)(C)C (4-{[(1R,3R,5R,6R,7S,10R,11S,12S)-1,6,10-trimethyl-2,4,13,14-tetraoxatetracyclo[9.3.2.03,12.07,12]hexadecan-5-yl]oxy}butyl)trimethylammonium iodide